O[C@@H]([C@H](CO[C@H]1O[C@@H]([C@@H]([C@@H]([C@H]1O)O)O)CO)NC(CCCCCCCCCCC1(COC1)C)=O)[C@@H](CCCCCCCCCCCCCC)O N-[(2S,3S,4R)-3,4-dihydroxy-1-{[(2S,3R,4S,5R,6R)-3,4,5-trihydroxy-6-(hydroxymethyl)oxaN-2-yl]Oxy}octadeca-2-yl]-11-(3-methyl-oxetan-3-yl)undecylamide